6-(1-methyl-1H-indazol-6-yl)-N-((R)-1-phenylethyl)-2,3,4,9-tetrahydro-1H-carbazole-1-amine CN1N=CC2=CC=C(C=C12)C=1C=C2C=3CCCC(C3NC2=CC1)N[C@H](C)C1=CC=CC=C1